FC=1C=C(C=C(C1)F)C=1OC(=C(N1)C(=O)NCCN(C)C)C1=C(C=CC=C1)[N+](=O)[O-] 2-(3,5-difluorophenyl)-N-(2-(dimethylamino)ethyl)-5-(2-nitrophenyl)Oxazole-4-carboxamide